FC1=C(C=CC=C1)CCN1C(C2=CC=C(C=C2CC1)C=1OC=CC1)=O 2-(2-fluorophenylethyl)-6-(furan-2-yl)-3,4-dihydro-isoquinolin-1(2H)-one